C(C)OP(OCC)(=O)C(C1=C(C=C(C=C1C)C)C)=O 2,4,6-trimethyl-benzoyl-phosphonic acid diethyl ester